C12(CC3CC(CC(C1)C3)C2)C(C)(C)OC(=O)C(C)OC(=O)C2C3C=CC(C2)C3 5-(1-(2-(1-adamantyl)-2-propoxycarbonyl)ethoxycarbonyl)-bicyclo[2.2.1]hept-2-ene